C(C)S(=O)(=O)C1=CC=C(C=C1)C1=NNC2=NC=C(C=C21)C=2C=CC1=C(CC[C@H](CC1)N1CCCC1)C2 (S)-3-(4-(Ethylsulfonyl)phenyl)-5-(7-(pyrrolidin-1-yl)-6,7,8,9-tetrahydro-5H-benzo[7]annulen-2-yl)-1H-pyrazolo[3,4-b]pyridine